[Si](C)(C)(C(C)(C)C)OCC1=NN2C(C(=CC=C2C(NC=2N=C3N(C=C(N=C3C)C)C2)=O)N2CCC(CC2)N(C(OC(C)(C)C)=O)C2CC2)=C1 tert-butyl N-[1-[2-[[tert-butyl(dimethyl)silyl]oxymethyl]-7-[(6,8-dimethyl-imidazo[1,2-a]pyrazin-2-yl)carbamoyl]pyrazolo[1,5-a]pyridin-4-yl]-4-piperidyl]-N-cyclopropyl-carbamate